N1(C=NC=C1)C1=CC(=CC=C1)N1C=NC=C1 1,3-di(1H-imidazole-1-yl)benzene